FC1=CC(=C(C=C1)NS(=O)(=O)C1=CC=C(C=C1)C)C=C N-(4-fluoro-2-vinylphenyl)-4-methylbenzenesulfonamide